ClC1=C(C=CC(=C1F)C)C=1C(N(C(N(C1)CC(=O)[O-])=O)CCSC)=O [5-(2-chloro-3-fluoro-methyl phenyl)-3-(2-methylsulfanyl-ethyl)-2,4-dioxo-3,4-dihydro-2H-pyrimidin-1-yl]-acetate